OCC1CCN(CC1)C1=CC=C(C=N1)CNC(C(=O)OC)(C)C methyl 2-[([6-[4-(hydroxymethyl)piperidin-1-yl]pyridin-3-yl]methyl)amino]-2-methylpropanoate